3-(3-bromophenyl)-6-(2,2-dimethoxyethyl)-3,6-diazabicyclo[3.1.1]heptane BrC=1C=C(C=CC1)N1CC2N(C(C1)C2)CC(OC)OC